3-(6-((1-(5-chloro-4-((1-(3-hydroxy-3-methylbutyl)-2-oxoindolin-6-yl)amino)pyrimidin-2-yl)piperidin-4-yl)(methyl)amino)-1-methyl-1H-indazol-3-yl)piperidine-2,6-dione ClC=1C(=NC(=NC1)N1CCC(CC1)N(C1=CC=C2C(=NN(C2=C1)C)C1C(NC(CC1)=O)=O)C)NC1=CC=C2CC(N(C2=C1)CCC(C)(C)O)=O